C(#N)C1=C(C=CC=C1/C=C/C1=CC(=C(CN2[C@@H](COCC2)C(=O)O)C=C1C)OCCOC)C1=CC=CC=C1 (S,E)-4-(4-(2-(2-cyano-[1,1'-biphenyl]-3-yl)vinyl)-2-(2-methoxyethoxy)-5-methylbenzyl)morpholine-3-carboxylic acid